1-(2-iodobenzenesulfonyl)-3-(4-methoxy-6-methyl-1,3,5-triazin-2-yl)urea IC1=C(C=CC=C1)S(=O)(=O)NC(=O)NC1=NC(=NC(=N1)OC)C